FC1=CC=C(CN2C=3N(C4=CC=CC=C4C2=O)C(=NN3)CN3CCCC3)C=C1 4-(4-Fluorobenzyl)-1-(pyrrolidinomethyl)-[1,2,4]triazolo[4,3-a]quinazolin-5(4H)-one